N1-(6-Aminopyridin-3-Yl)-N4-(4-Chloro-3-(Pyridin-2-Yl)Phenyl)Terephthalamide NC1=CC=C(C=N1)NC(C1=CC=C(C(=O)NC2=CC(=C(C=C2)Cl)C2=NC=CC=C2)C=C1)=O